N(=C=O)CC1C2(CCC(C1)C2)CN=C=O Bis-(isocyanatomethyl)-norbornane